C[C@@H]1CCNC(OCC=2C=CN=C(C3=NNC4=CC=C(O1)C=C34)N2)=O (13R)-13-methyl-8,14-dioxa-3,10,19,20,23-pentaazatetracyclo[13.5.2.12,6.018,21]tricosa-1(20),2,4,6(23),15,17,21-heptaen-9-one